(3R)-N-(cyclobutylmethyl)-1-(6-(1-(4-(5-methoxypyridin-3-yl)-1H-1,2,3-triazol-1-yl)propyl)pyridazin-3-yl)piperidin-3-amine C1(CCC1)CN[C@H]1CN(CCC1)C=1N=NC(=CC1)C(CC)N1N=NC(=C1)C=1C=NC=C(C1)OC